The molecule is a (2S)-2-methylacyl-CoA that results from the formal condensation of the thiol group of coenzyme A with the carboxy group of (2S)-2-methylbutanoic acid. It has a role as a mouse metabolite. It is a 2-methylbutanoyl-CoA and a (2S)-2-methylacyl-CoA. It derives from a (S)-2-methylbutyric acid. It is a conjugate acid of a (S)-2-methylbutanoyl-CoA(4-). CC[C@H](C)C(=O)SCCNC(=O)CCNC(=O)[C@@H](C(C)(C)COP(=O)(O)OP(=O)(O)OC[C@@H]1[C@H]([C@H]([C@@H](O1)N2C=NC3=C(N=CN=C32)N)O)OP(=O)(O)O)O